ClC1=CC=C(C=C1)[C@@]1(N(C(C2=CC(=CC(=C12)F)C(=C)C=1C=NN(C1)C)=O)CC1=CC=C(C=N1)C#N)O[C@@H]1CC(CC1)=O 6-{[(1R)-1-(4-chlorophenyl)-7-fluoro-5-[1-(1-methyl-1H-pyrazol-4-yl)vinyl]-3-oxo-1-[(3S)-oxocyclopent-3-yloxy]-2,3-dihydro-1H-isoindol-2-yl]methyl}pyridine-3-carbonitrile